BrC=1C=C(C=CC1Cl)S(=O)(=O)N[C@@H]([C@H](C)C1=C(C(=CC=C1F)C)C)C=1OC(NN1)=O 3-bromo-4-chloro-N-((1S,2R)-2-(6-fluoro-2,3-dimethylphenyl)-1-(5-oxo-4,5-dihydro-1,3,4-oxadiazol-2-yl)propyl)benzenesulfonamide